Methylene-bis-(trimethylammonium) C([N+](C)(C)C)[N+](C)(C)C